Tert-butyl (2-(3-isopropoxynaphthalen-2-yl)ethyl)carbamate C(C)(C)OC=1C(=CC2=CC=CC=C2C1)CCNC(OC(C)(C)C)=O